ClC1=CC=C(C=C1)C=1C=C(C(NN1)=O)C(=O)N[C@H](C)C(C)(C)O 6-(4-chlorophenyl)-N-[(2R)-3-hydroxy-3-methylbut-2-yl]-3-oxo-2,3-dihydropyridazine-4-carboxamide